C(C1CO1)OCCC[Si](C1=CC=C(C=C1)C)(CCCOCC1CO1)CCCOCC1CO1 tris-(3-glycidoxypropyl)p-tolylsilane